(S)-N-(3,4-difluorophenyl)-1,2,4-trimethyl-5-(2-oxo-2-((1,1,1-trifluoropropan-2-yl)amino)acetyl)-1H-pyrrole-3-carboxamide FC=1C=C(C=CC1F)NC(=O)C1=C(N(C(=C1C)C(C(N[C@H](C(F)(F)F)C)=O)=O)C)C